The molecule is a linear trisaccharide derivative consisting of N-acetyl-alpha-L-fucosaminyl, N-acetyl-alpha-D-galactosaminyl and alpha-D-galactosyl residues linked sequentially (1->3) and (1->4), and at the reducing end linked glycosidically to a 5-aminopentyl group. It is a glycoside and a trisaccharide derivative. C[C@H]1[C@H]([C@H]([C@@H]([C@@H](O1)O[C@@H]2[C@H]([C@H](O[C@@H]([C@@H]2O)CO)O[C@H]3[C@H](O[C@@H]([C@@H]([C@H]3O)O)OCCCCCN)CO)NC(=O)C)NC(=O)C)O)O